4-(3,5-di-tert-butylphenyl)-6-methyl-1,2,3,5-tetrahydro-s-indacene C(C)(C)(C)C=1C=C(C=C(C1)C(C)(C)C)C1=C2CCCC2=CC=2C=C(CC12)C